ClC1=CC=C(COC2=NN=C(S2)NC(=O)C2=CN=CN2C2CCOCC2)C=C1 N-(5-((4-chlorobenzyl)oxy)-1,3,4-thiadiazol-2-yl)-1-(tetrahydro-2H-pyran-4-yl)-1H-imidazole-5-carboxamide